tert-butyl ((6,9-dihydro-7H-[1,3]dioxolo[4,5-h]isochromen-9-yl)methyl)(methyl)carbamate O1COC=2C=CC=3CCOC(C3C21)CN(C(OC(C)(C)C)=O)C